ClC=1C=C(C=CC1C(=O)N1CCN(CC1)C(C1CCNCC1)=O)NC(=O)C=1N(C(=CN1)C=1C(=NN(C1)C1=NC(=CC=C1)OC)C(F)(F)F)C N-[3-chloro-4-(4-isonipecotoylpiperazine-1-carbonyl)phenyl]-5-[1-(6-methoxy-2-pyridyl)-3-(trifluoromethyl)pyrazol-4-yl]-1-methyl-imidazole-2-carboxamide